OC=1C=C(CC(C(=O)N)CCCCCC(C)C)C=CC1O (3,4-dihydroxybenzyl)-8-methylnonanamide